amino(((3-carboxycyclohexyl)methyl)amino)methaniminium chloride [Cl-].NC(=[NH2+])NCC1CC(CCC1)C(=O)O